sulfosuccinate disodium disodium [Na+].[Na+].[Na+].[Na+].S(=O)(=O)(O)C(C(=O)[O-])CC(=O)[O-].S(=O)(=O)(O)C(C(=O)[O-])CC(=O)[O-]